(4,4-Difluorobutylidene)-2-methylpropane-2-sulfinamide FC(CCC=CC(C)(S(=O)N)C)F